racemic-tert-butyl 6-ethyl-5,6,7,9-tetrahydro-8H-pyrido[2,3-c]azepine-8-carboxylate C(C)[C@@H]1CC2=C(CN(C1)C(=O)OC(C)(C)C)N=CC=C2 |r|